O[C@@H]1CN(CC1=C)S(=O)(=O)C1=C(C#N)C=C(C=C1)C(F)(F)F (S)-2-((3-hydroxy-4-methylenepyrrolidin-1-yl)sulfonyl)-5-(trifluoromethyl)benzonitrile